N-(4-(6,9-bis(4-vinylphenyl)-9H-carbazol-3-yl)phenyl)-N-(9-phenyl-9-(4-vinylphenyl)-9H-fluoren-2-yl)dibenzo[b,D]Furan-3-amine C(=C)C1=CC=C(C=C1)C=1C=C2C=3C=C(C=CC3N(C2=CC1)C1=CC=C(C=C1)C=C)C1=CC=C(C=C1)N(C=1C=CC2=C(OC3=C2C=CC=C3)C1)C1=CC=3C(C2=CC=CC=C2C3C=C1)(C1=CC=C(C=C1)C=C)C1=CC=CC=C1